COC=1C=C2C(=CNC2=CC1C)CCN(CCC)C N-(2-(5-methoxy-6-methyl-1H-indol-3-yl)ethyl)-N-methylpropan-1-amine